ClC=1C(=C2N=C(N=C3C2=C([C@H](C[C@@H]2[C@H]4CC[C@@H](CN32)N4C(=O)OC(C)(C)C)O)N1)SCC)F tert-butyl (4S,5aR,6R,9S)-2-chloro-12-(ethylthio)-1-fluoro-4-hydroxy-4,5,5a,6,7,8,9,10-octahydro-3,10a,11,13,14-pentaaza-6,9-methanonaphtho[1,8-ab]heptalene-14-carboxylate